C(C)(C)(C)OC(=O)N1C[C@@]2([C@](C1)(CN(C2)C2=CC=C(C=C2)OC(F)(F)F)C)C (3aS,6aR)-3a,6a-dimethyl-2-[4-(trifluoromethoxy)phenyl]-1,3,4,6-tetrahydropyrrolo[3,4-C]pyrrole-5-carboxylic acid tert-butyl ester